C1=CC=CC=2C3=CC=CC=C3N(C12)C1=CC=C(C=C1)C1=CCN(C=C1)CC1=CC=C(C=C1)C(C1=CC=CC=C1)=O 4-(4-(9H-carbazol-9-yl)phenyl)-1-(4-benzoylbenzyl)pyridin